OC[C@H](C)[C@H]1CC[C@H]2C3=CCC4C[C@H](CC[C@]4(C)[C@H]3CC[C@]12C)CC(=O)O.C(=C)NC1CC(CCC1)=O 3-(N-vinylamino)cyclohexanone (3s,20r)-20-(hydroxymethyl)-pregn-7-en-3-yl-acetate